C1(=CC=CC=C1)C=1NC=CC1 PHENYLPYRROL